O[C@@H]([C@@H](C(=O)N[C@@H](CC(C)C)B1OC(CCN(CCC(O1)=O)C)=O)NC(C1=NC(=CC=C1)C1=CC=CC=C1)=O)C N-((2S,3R)-3-hydroxy-1-(((R)-3-methyl-1-(7-methyl-4,10-dioxo-1,3,7,2-dioxazaborecan-2-yl)butyl)amino)-1-oxobutan-2-yl)-6-phenylpicolinamide